α-D-glucopyranosyl-(1→4)-[α-D-glucopyranosyl-(1→6)]-D-glucose [C@H]1([C@H](O)[C@@H](O)[C@H](O)[C@H](O1)CO)O[C@@H]([C@@H]([C@H](C=O)O)O)[C@H](O)CO[C@@H]1[C@H](O)[C@@H](O)[C@H](O)[C@H](O1)CO